COC=1C=C2CCCN(C2=CC1)C(=O)C1=CC=C(C=C1)S(=O)(=O)NC1=CC=CC=C1 4-(6-methoxy-1,2,3,4-tetrahydroquinoline-1-carbonyl)-N-phenylbenzenesulfonamide